((diethoxyphosphoryl)carbonyl)-1H-indole-2-carboxylic acid tert-butyl ester C(C)(C)(C)OC(=O)C=1N(C2=CC=CC=C2C1)C(=O)P(=O)(OCC)OCC